ClC1=C(C=C2C=NC=NC2=C1SCC(COC)O)C(F)(F)F 7-chloro-8-((2-hydroxy-3-methoxypropyl)thio)-6-(trifluoromethyl)quinazoline